(diallyldimethylammonium) bis(trifluoromethanesulfonyl)imide [N-](S(=O)(=O)C(F)(F)F)S(=O)(=O)C(F)(F)F.C(C=C)[N+](C)(C)CC=C